C[C@@H]1O[C@@H](CN([C@@H]1CNC1=NC=C(C=N1)C(F)(F)F)C(=O)C=1C(=NN(C1C)C)C1=NC=C(C=C1)F)C ((2S,3R,6R)-2,6-Dimethyl-3-(((5-(trifluoromethyl)pyrimidin-2-yl)amino)methyl)morpholino)(3-(5-fluoropyridin-2-yl)-1,5-dimethyl-1H-pyrazol-4-yl)methanone